2-(Chroman-4-yl)acetic acid O1CCC(C2=CC=CC=C12)CC(=O)O